3-((2-((4-(4-(azetidin-1-yl)piperidin-1-yl)-3-methoxyphenyl)amino)-5-methylthieno[2,3-d]pyrimidin-4-yl)amino)benzoic acid N1(CCC1)C1CCN(CC1)C1=C(C=C(C=C1)NC=1N=C(C2=C(N1)SC=C2C)NC=2C=C(C(=O)O)C=CC2)OC